C(C)S(=O)(=O)CC ETHYLSULFONE